C(C)(C)(C)OC(=O)NCC1=CC(=C(C(=C1)C)NC(=O)C1=CC2=C(OCCC3=C2SC=C3)C=C1C=1C(=NC(=CC1)C(NCCC)=O)C(=O)OC)C(N(C)C)=O methyl 3-(9-((4-(((tert-butoxycarbonyl)amino)methyl)-2-(dimethylcarbamoyl)-6-methylphenyl)carbamoyl)-4,5-dihydrobenzo[b]thieno[2,3-d]oxepin-8-yl)-6-(propylcarbamoyl)picolinate